1,1-Dimethylethyl ((3R)-1-{[2-(6-bromo-1-ethyl-1H-indol-2-yl)-1-methyl-1H-benzimidazol-5-yl]carbonyl}-3-piperidinyl)carbamate BrC1=CC=C2C=C(N(C2=C1)CC)C1=NC2=C(N1C)C=CC(=C2)C(=O)N2C[C@@H](CCC2)NC(OC(C)(C)C)=O